C(C)OC(=O)C=1N=C(SC1)N1CCC(CC1)OC1=CC=CC=C1 (4-Phenoxypiperidin-1-yl)-1,3-thiazole-4-carboxylic acid ethyl ester